FC=1C(=CC(=NC1)C)C=1N=C(N2C1[C@H](N(CC2)C(=O)C2=CC=C(C=C2)F)C)C2=NC(=NS2)C (R)-(1-(5-fluoro-2-methylpyridin-4-yl)-8-Methyl-3-(3-methyl-1,2,4-thiadiazol-5-yl)-5,6-dihydroimidazo[1,5-a]pyrazine-7(8H)-yl)(4-fluorophenyl)methanone